2-[(1E)-2-(4-aminophenyl)vinyl]-1-(5-carboxypentyl)-3,3-dimethyl-3H-indole NC1=CC=C(C=C1)/C=C/C1N(C2=CC=CC=C2C1(C)C)CCCCCC(=O)O